FC=1C=C(C=CC1)C=1C=C2CC(C(C2=CC1OC)NC(O[C@@H]1CN2CCC1CC2)=O)(C)C (S)-quinuclidin-3-yl (5-(3-fluorophenyl)-6-methoxy-2,2-dimethyl-2,3-dihydro-1H-inden-1-yl)carbamate